C(C)C(COC(C(=C(C1=CC=CC=C1)C1=CC=CC=C1)C#N)=O)CCCC (2-ethylhexyl)-2-cyano-3,3-diphenylacrylate